5-(3-methoxybenzoyl)indolizine-7-carboxylic acid ethyl ester C(C)OC(=O)C=1C=C(N2C=CC=C2C1)C(C1=CC(=CC=C1)OC)=O